FC(C(C)(O)[2H])(F)F Trifluoropropan-2-d-2-ol